(3R)-1-(2-(2-cyanophenoxy)-4-phenylcyclopentyl)piperidin-3-ylcarbamic acid tert-butyl ester C(C)(C)(C)OC(N[C@H]1CN(CCC1)C1C(CC(C1)C1=CC=CC=C1)OC1=C(C=CC=C1)C#N)=O